CN1N=NC(=C1NC(OC(C)C=1C=NC=CC1C)=O)C1=NC(=C(C=C1)NS(=O)(=O)C)C 1-(4-methylpyridin-3-yl)ethyl (1-methyl-4-(6-methyl-5-(methylsulfonamido) pyridin-2-yl)-1H-1,2,3-triazol-5-yl)carbamate